2,4-dichlorotrifluorotoluene C1=CC(=C(C=C1Cl)Cl)C(F)(F)F